C(C)(=O)C1=CN(C2=CN=C(C=C21)NC=2C=NC=NC2)CC(=O)N(C2CC2)CC(=O)NCC2=C(C(=CC=C2)Cl)F 2-(3-acetyl-5-(pyrimidin-5-ylamino)-1H-pyrrolo[2,3-c]pyridin-1-yl)-N-(2-((3-chloro-2-fluorophenylmethyl)amino)-2-oxoethyl)-N-cyclopropylacetamide